CN1C(=NN=C1)CC1(COC1)C=1C=C(C=CC1)N1CC=2C=NC=CC2C1=O 2-(3-(3-((4-methyl-4H-1,2,4-triazol-3-yl)methyl)oxetan-3-yl)phenyl)-2,3-dihydro-1H-pyrrolo[3,4-c]pyridin-1-one